(R)-N'-(((S)-3-(hydroxymethyl)-1,2,3,5,6,7-hexahydro-s-indacen-4-yl)carbamoyl)-2,2-dimethyl-2,3-dihydropyrazolo[5,1-b]oxazole-7-sulfonimidamide OC[C@H]1CCC2=CC=3CCCC3C(=C12)NC(=O)N=[S@](=O)(N)C=1C=NN2C1OC(C2)(C)C